C(CCCCCCCCCCCCCCCCCCCCCCCCC)(=O)O.CCCCCCCCCCCCCCCCCCCCCCCCCCC heptacosane cerotate